heptadecylbishydroxyethyl-imidazolinium C(CCCCCCCCCCCCCCCC)C=1[N+](CCN1)(CCO)CCO